(2S,3R)-5,7-bis(benzyloxy)-2-(3,4,5-tris(benzyloxy)phenyl)chroman-3-yl 2,4,5-tris(benzyloxy)benzoate C(C1=CC=CC=C1)OC1=C(C(=O)O[C@H]2[C@@H](OC3=CC(=CC(=C3C2)OCC2=CC=CC=C2)OCC2=CC=CC=C2)C2=CC(=C(C(=C2)OCC2=CC=CC=C2)OCC2=CC=CC=C2)OCC2=CC=CC=C2)C=C(C(=C1)OCC1=CC=CC=C1)OCC1=CC=CC=C1